ClC1=CC(=NC=C1F)O[C@@H]1C[C@@H](N(C1)C(=O)OC(C)(C)C)C tert-butyl (2S,4R)-4-[(4-chloro-5-fluoro-2-pyridyl)oxy]-2-methyl-pyrrolidine-1-carboxylate